[C@@H]1(C[C@H](O)[C@@H](CO)O1)N1C(=O)NC(=O)C=C1 2'-DeoxyUridine